4-((4-isopropylpiperazin-1-yl)methyl)-2-(4-(5-(6-methylpyridin-2-yl)-1H-pyrazol-4-yl)quinolin-6-yl)oxazole C(C)(C)N1CCN(CC1)CC=1N=C(OC1)C=1C=C2C(=CC=NC2=CC1)C=1C=NNC1C1=NC(=CC=C1)C